[Se](=O)(O)O.C(CCCCCCCCCCCCCCC)(=O)N[C@@H](CO)[C@H](O)\C=C\CCCCCCCCCCCCC N-hexadecanoyl-sphingosine selenite